(E)-N-(2-(2-((4-cyclopropyl-2,6-dimethylphenyl)imino)-9,10-dimethoxy-4-oxo-6,7-dihydro-2H-pyrimido[6,1-a]isoquinolin-3(4H)-yl)ethyl)-4-hydroxy-1-methyl-1H-1,2,3-triazole-5-carboxamide C1(CC1)C1=CC(=C(C(=C1)C)\N=C/1\N(C(N2C(C3=CC(=C(C=C3CC2)OC)OC)=C1)=O)CCNC(=O)C1=C(N=NN1C)O)C